ClC=1C(=C(CN2CCC(CC2)(C(=O)O)CC2=NC(=CC(=C2F)C2(CC2)F)NC2=NNC(=C2)C)C=CC1)F 1-(3-chloro-2-fluorobenzyl)-4-((3-fluoro-4-(1-fluorocyclopropyl)-6-((5-methyl-1H-pyrazol-3-yl)amino)pyridin-2-yl)methyl)piperidine-4-carboxylic acid